C(C1=CC=CC=C1)[C@@H]1[C@H](C(N1[Si](C)(C)C(C)(C)C)=O)SC (3R,4R)-4-benzyl-1-(tert-butyldimethylsilyl)-3-(methylthio)azetidin-2-one